FC(C(=O)ONC(C(OC1=CC=C(C=C1)Cl)C1CCC(CC1)N)=O)(F)F (4-aminocyclohexyl)-2-(4-chlorophenoxy)acetamido trifluoroacetate